ClC1=CC(=C(C=C1)C1=NC(=CN2C1=NC(=C(C2=O)C)C)[C@H]2C[C@H](OCC2)C=2C=NN(C2)C2COC2)F 9-(4-chloro-2-fluoro-phenyl)-2,3-dimethyl-7-[(2S,4R)-2-[1-(oxetan-3-yl)pyrazol-4-yl]tetrahydropyran-4-yl]pyrazino[1,2-a]pyrimidin-4-one